C(C)(C)SC(C1=C(C=CC=2C=CC(OC21)=O)OCC2=C(C=CC=C2)/C(/C(=O)OC)=C\OC)SC(C)C (E)-methyl 2-(2-(((8-(bis(isopropylthio) methyl)-2-oxo-2H-benzopyran-7-yl) oxy) methyl) phenyl)-3-methoxypropenoate